cobalt (III) monochloride [Co+2]Cl